The molecule is a chiral mycolic acid analogue comprising 3-hydroxypropanoic acid having a tetracosanyl group at position 2 and a further long-chain alkyl group containing two cyclopropyl rings at position 3. CCCCCCCCCCCCCCCCCCCCCCCC[C@H]([C@@H](CCCCCCCCCCC[C@@H]1C[C@@H]1CCCCCCCCCCCCCC[C@@H]2C[C@@H]2CCCCCCCCCCCCCCCCCCCC)O)C(=O)O